4,4,5,5,6,6,7,7,7-Nonafluoroheptanol FC(CCCO)(C(C(C(F)(F)F)(F)F)(F)F)F